4-[benzyl-[(2,4-dimethoxyphenyl)methyl]amino]-2-chloro-5,6,7,8-tetrahydroquinazolin-8-ol C(C1=CC=CC=C1)N(C1=NC(=NC=2C(CCCC12)O)Cl)CC1=C(C=C(C=C1)OC)OC